[C@@H]12CNC[C@H]2C1CN1C[C@@H]2CNC3=NN=C(C=C3N2CC1)C1=C(C=CC=C1)O 2-[(10S)-12-[[(1S,5R)-3-azabicyclo[3.1.0]hexan-6-yl]methyl]-1,5,6,8,12-pentazatricyclo[8.4.0.02,7]tetradeca-2,4,6-trien-4-yl]phenol